3-((2,5-dihydroxy-4-sulfophenyl)methylthiomethyl)-2,5-dihydroxybenzoic acid OC1=C(C=C(C(=C1)S(=O)(=O)O)O)CSCC=1C(=C(C(=O)O)C=C(C1)O)O